C1(CC1)C([C@@H](C(=O)NC=1C=NN(C1)CC=1C(=NC=CC1)OC)NC(OC(C)(C)C)=O)C1CC1 tert-butyl N-[(1S)-1-(dicyclopropylmethyl)-2-[[1-[(2-methoxy-3-pyridyl)methyl]pyrazol-4-yl]amino]-2-oxo-ethyl]carbamate